L-ornithine bisulfate hydrochloride Cl.S(O)(O)(=O)=O.N[C@@H](CCCN)C(=O)O